C1(=CC=CC=C1)C1C(=CC2=CC=CC=C12)P(C(C)(C)C)C(C)(C)C 1-phenyl-2-(di-tert-butylphosphino)-1H-indene